ClC=1C=C(C=CC1)C1(CC1)C=1NC(C=2CN(CCCC2N1)C([C@H](O)C=1C=C(C=CC1)C1=CC=C(C=C1)C#N)=O)=O (R)-3'-(2-(2-(1-(3-chlorophenyl)cyclopropyl)-4-oxo-3,4,5,7,8,9-hexahydro-6H-pyrimido[5,4-c]azepin-6-yl)-1-hydroxy-2-oxoethyl)-[1,1'-biphenyl]-4-carbonitrile